C(=S)([O-])SSC(=S)[O-] dithiobis(thioformate)